tris(p-tolyl)selenonium C1(=CC=C(C=C1)[Se+](C1=CC=C(C=C1)C)C1=CC=C(C=C1)C)C